3-(5-((1S,5R)-3-(8-cyanoquinolin-5-yl)-5-(trifluoromethyl)-3-azabicyclo[3.1.0]hex-1-yl)-1,3,4-oxadiazol-2-yl)-3-fluoropyrrolidine-1-carboxylic acid tert-butyl ester C(C)(C)(C)OC(=O)N1CC(CC1)(F)C=1OC(=NN1)[C@@]12CN(C[C@]2(C1)C(F)(F)F)C1=C2C=CC=NC2=C(C=C1)C#N